C(#N)C(CN1CC2=C(C=C(C=C2C1=O)NC(C)=O)C1=CC=C2C=NN(C2=C1)C)=C N-[2-(2-cyano-2-methylideneethyl)-7-(1-methyl-1H-indazol-6-yl)-3-oxo-2,3-dihydro-1H-isoindol-5-yl]acetamide